(1R,3S)-3-(3-{[(2-methyl-1,3-thiazol-5-yl)acetyl]-amino}-1H-pyrazol-5-yl)cyclopentyl propyl-carbamate C(CC)NC(O[C@H]1C[C@H](CC1)C1=CC(=NN1)NC(CC1=CN=C(S1)C)=O)=O